COC=1C=C(C=CC1)C=1C(OCC1)=O 3-(3-Methoxyphenyl)furan-2(5H)-one